ClC1=C2C=C(N(C2=C(C=C1)F)CCNC1=CC(=NC=N1)C1=CC(=C(C(=O)O)C=C1)C)C 4-{6-[2-(4-Chloro-7-fluoro-2-methyl-indol-1-yl)-ethylamino]-pyrimidin-4-yl}-2-methyl-benzoic acid